C[SiH2]O[Si](CC)(CC)CC Methyltriethylsiloxysilane